ClC1=NC=C(C(=N1)C)C(C)O 1-(2-Chloro-4-methylpyrimidin-5-yl)ethan-1-ol